S1C(SCCC1)C1=CNC2=CC=C(C=C12)C 3-(1,3-dithian-2-yl)-5-methyl-1H-indole